4,5,7-trihydroxyflavanone OC1C(C(OC2=CC(=CC(=C12)O)O)C1=CC=CC=C1)=O